C1(CCCCC1)CN1CCC(CC1)NC1=NC(=NC2=CC(=C(C=C12)OC)OCCCN1CCCCC1)N1CCN(CCC1)C(C)C N-[1-(cyclohexylmethyl)-4-piperidinyl]-2-[hexahydro-4-(1-methylethyl)-1H-1,4-diazepin-1-yl]-6-methoxy-7-[3-(1-piperidinyl)propoxy]4-quinazolinamine